N-[4-(4-cyclopropyl-1H-imidazol-1-yl)-3-sulfamoylphenyl]-2-(2-fluorophenyl)acetamide C1(CC1)C=1N=CN(C1)C1=C(C=C(C=C1)NC(CC1=C(C=CC=C1)F)=O)S(N)(=O)=O